1,3-Diethyl-5-((3S,5R)-3-methyl-5-(((2-(trifluoromethyl)pyridin-3-yl)oxy)methyl)piperidin-1-yl)-1,3-dihydro-2H-imidazo[4,5-b]pyrazin-2-one C(C)N1C(N(C=2C1=NC=C(N2)N2C[C@H](C[C@H](C2)COC=2C(=NC=CC2)C(F)(F)F)C)CC)=O